BrC=1C(=C2C(=CC[C@@]3(C2=CC1)N=C1N(C=C(C=C1OC(F)F)C(F)(F)F)C3)O[Si](C)(C)C(C)(C)C)F (S)-6'-bromo-4'-((tert-butyldimethylsilyl)oxy)-8-(difluoromethoxy)-5'-fluoro-6-(trifluoromethyl)-2'H,3H-spiro[imidazo[1,2-a]pyridine-2,1'-naphthalene]